N-((2-(4-((cis)-2,6-dimethylmorpholino)-1,3-dihydrofuro[3,4-c]pyridin-6-yl)-1,6-naphthyridin-7-yl)methyl)-4-methyl-3-(methylsulfonyl)benzamide C[C@@H]1O[C@@H](CN(C1)C1=NC(=CC2=C1COC2)C2=NC1=CC(=NC=C1C=C2)CNC(C2=CC(=C(C=C2)C)S(=O)(=O)C)=O)C